methyl 5-(2-(1,3-dimethyl-1H-pyrazol-4-yl)pyrazolo[5,1-b]thiazole-7-carboxamido)-6-methylnicotinate CN1N=C(C(=C1)C1=CN2C(S1)=C(C=N2)C(=O)NC=2C(=NC=C(C(=O)OC)C2)C)C